NC(C[C@H]1CN(CCC1)C(=O)OC(C)(C)C)=O tert-butyl (3S)-3-(2-amino-2-oxoethyl)piperidine-1-carboxylate